(R and S)-7-bromo-2-(1-cyclopropyl-2-hydroxy-2-methylpropyl)isoindolin-1-one BrC=1C=CC=C2CN(C(C12)=O)[C@@H](C(C)(C)O)C1CC1 |r|